8-bromo-2-(1-((tert-butyldiphenylsilyl)oxy)-2-methylpropan-2-yl)-3,6-dimethylquinazolin-4(3H)-one BrC=1C=C(C=C2C(N(C(=NC12)C(CO[Si](C1=CC=CC=C1)(C1=CC=CC=C1)C(C)(C)C)(C)C)C)=O)C